(3-(oxazol-5-yl)phenyl)methylamine O1C=NC=C1C=1C=C(C=CC1)CN